NCCNCCN Aminoethylethylenediamine